N-(4-(2-(6-(2-methoxyethoxy)hexyl)hydrazine-1-carbonyl)benzyl)benzamide COCCOCCCCCCNNC(=O)C1=CC=C(CNC(C2=CC=CC=C2)=O)C=C1